9-(trifluoromethyl)-9-(3-(trifluoromethyl)phenyl)-9H-xanthene-3,6-diol FC(C1(C2=CC=C(C=C2OC=2C=C(C=CC12)O)O)C1=CC(=CC=C1)C(F)(F)F)(F)F